7-Methoxy-9-(2-pyrimidinyl)-1,2,3,9-tetrahydrocarbazol-4-one COC1=CC=C2C=3C(CCCC3N(C2=C1)C1=NC=CC=N1)=O